3-(1-isopropyl-3,3,5,7-tetramethyl-octahydrobenzo[c]isoxazol-5-yl)benzonitrile C(C)(C)N1OC(C2C1C(CC(C2)(C)C=2C=C(C#N)C=CC2)C)(C)C